(thiophen-2-yl)quinazoline S1C(=CC=C1)C1=NC2=CC=CC=C2C=N1